C(CCCCCCCC(=O)OCCCCCCCCCCC)(=O)OCC(OC(CC(OC(NCCN(CC)C)=O)CCCCCCCC)=O)COC(CCCCCCC\C=C/C\C=C/CCCCC)=O 1-(3-methyl-13-((((9Z,12Z)-octadeca-9,12-dienoyl) oxy) methyl)-9-octyl-7,11-dioxo-8,12-dioxa-3,6-diazatetradecan-14-yl) 9-undecyl azelate